tert-butyl (2S)-2-(((2-(2,6-dioxopiperidin-3-yl)-1,3-dioxoisoindolin-5-yl)oxy)methyl)morpholine-4-carboxylate O=C1NC(CCC1N1C(C2=CC=C(C=C2C1=O)OC[C@@H]1CN(CCO1)C(=O)OC(C)(C)C)=O)=O